C1(CC1)C=1C=C(C=CC1)C12CCNCC2C1 6-(3-Cyclopropylphenyl)-3-azabicyclo[4.1.0]heptane